(1S,2S)-2-(dimethylamino)cyclopentan-1-ol CN([C@@H]1[C@H](CCC1)O)C